CC1=C(C(N=C(N1)C=1SC=C(N1)C)C1=C(C(=C(C=C1)F)F)F)C(=O)OCC ethyl 6-methyl-2-(4-methylthiazol-2-yl)-4-(2,3,4-trifluorophenyl)-1,4-dihydropyrimidine-5-carboxylate